C(C)(C)(C)C1=CC=2C(C3=CC(=CC=C3C2C=C1)C(C)(C)C)C(C1=CC=NC=C1)C1=CC=NC=C1 4,4'-((2,7-di-tert-butyl-9H-fluoren-9-yl)methylene)dipyridine